5-ethyl-2-[(3S,4S)-4-hydroxytetrahydro-2H-pyran-3-yl]-6-[4-(1-methyl-1H-pyrazol-3-yl)benzyl]-2,3-dihydro-1H-isoindol-1-one C(C)C=1C=C2CN(C(C2=CC1CC1=CC=C(C=C1)C1=NN(C=C1)C)=O)[C@H]1COCC[C@@H]1O